C(#CC)OC=1C(OC2=CC=CC=C2C1)=O propynyloxycoumarin